(S)-7-chloro-4-(3-hydroxypyrrolidin-1-yl)-1-phenylquinazolin-2(1H)-one ClC1=CC=C2C(=NC(N(C2=C1)C1=CC=CC=C1)=O)N1C[C@H](CC1)O